[C@@H]1([C@@H](O)[C@@H](O)[C@H](O)[C@H](O1)CO)C(C(=O)N)(O)CO β-Mannosylglyceramid